C(C)N1N=C(C(=C1C=1N=CN(C1)CC)OCC1=CC=C(C=C1)OC)C 1-ethyl-5-(1-ethyl-1H-imidazol-4-yl)-4-[(4-methoxyphenyl)methoxy]-3-methyl-1H-pyrazole